C1(CCCCC1)SCC=1C=C(C=CC1OC)B(O)O (3-[(CYCLOHEXYLSULFANYL)METHYL]-4-METHOXYPHENYL)BORANEDIOL